7-(4,7-diazaspiro[2.5]octan-7-yl)-5H-thiazolo[3,2-a]pyrimidin-5-one C1CC12NCCN(C2)C=2N=C1N(C(C2)=O)C=CS1